2,2-dimethyl-2-silapentane-5-sulfonic acid C[Si](C)(CCCS(=O)(=O)O)C